2-amino-2-(4-bromophenyl)acetonitrile NC(C#N)C1=CC=C(C=C1)Br